3-chloro-2-methyl-4-(methylthio)benzoic acid ClC=1C(=C(C(=O)O)C=CC1SC)C